tert-butyl 4-[3-fluoro-5-[(1R,5S)-7-(3-amino-6-chloro-pyridazin-4-yl)-3-oxa-7,9-diazabicyclo[3.3.1]nonan-9-yl]phenoxy]piperidine-1-carboxylate FC=1C=C(OC2CCN(CC2)C(=O)OC(C)(C)C)C=C(C1)N1[C@H]2COC[C@@H]1CN(C2)C2=C(N=NC(=C2)Cl)N